(6-((1-methyl-1H-pyrazol-3-yl)carbamoyl)pyridin-3-yl)piperazine-1-carboxylic acid tert-butyl ester C(C)(C)(C)OC(=O)N1C(CNCC1)C=1C=NC(=CC1)C(NC1=NN(C=C1)C)=O